COC(CCC)(OC)OC trimethoxybutane